1,3-dioleoyl-2-stearoylglycerol C(CCCCCCC\C=C/CCCCCCCC)(=O)OCC(OC(CCCCCCCCCCCCCCCCC)=O)COC(CCCCCCC\C=C/CCCCCCCC)=O